C1(=CC=CC=C1)C1=NOC(=N1)C1=NC=2N(C(=C1)N1CCOCC1)N=C(C2)C2=CC=NC=C2 4-(5-(3-phenyl-1,2,4-oxadiazol-5-yl)-2-(pyridin-4-yl)pyrazolo[1,5-a]pyrimidin-7-yl)morpholine